(S)-7a-(((7-(8-ethynyl-7-fluoro-3-hydroxynaphthalen-1-yl)-8-fluoro-4-(2,3,6,7-tetrahydro-1H-azepin-1-yl)pyrido[4,3-d]pyrimidin-2-yl)oxy)methyl)tetrahydro-1H-pyrrolizin-2(3H)-one C(#C)C=1C(=CC=C2C=C(C=C(C12)C1=C(C=2N=C(N=C(C2C=N1)N1CCC=CCC1)OC[C@]12CCCN2CC(C1)=O)F)O)F